C[C@@H]1CNC(C=2N1C1=C(C2)C=CC(=N1)C(=O)NC1=C(C=C(C=C1)N1C(CNCC1)C)S(N)(=O)=O)=O (R)-9-methyl-N-(4-(2-methylpiperazin-1-yl)-2-sulfamoylphenyl)-6-oxo-6,7,8,9-tetrahydropyrido[3',2':4,5]pyrrolo[1,2-a]pyrazine-2-carboxamide